(4-(3-(1-(2-bromo-4-fluorophenyl)-4-oxo-6-(trifluoromethyl)-1,4-dihydro-quinazolin-3(2H)-yl)-6-methoxypyridin-2-yl)butyl)-carbamic acid tert-butyl ester C(C)(C)(C)OC(NCCCCC1=NC(=CC=C1N1CN(C2=CC=C(C=C2C1=O)C(F)(F)F)C1=C(C=C(C=C1)F)Br)OC)=O